(6-bromopyridin-2-yl)-6-(2,2-difluoroethoxy)imidazo[1,2-a]pyrazine BrC1=CC=CC(=N1)C=1N=C2N(C=C(N=C2)OCC(F)F)C1